OC(C(=O)C1=CC=C(C=C1)CC1=CC=C(C=C1)C(C(C)(C)O)=O)(C)C 2-hydroxy-1-[4-{4-(2-hydroxy-2-methyl-propionyl)-benzyl}phenyl]-2-methylpropan-1-one